8-(2-isopropyl-4-methylpyridin-3-yl)-2-(5-methyl-1H-indazol-4-yl)-5,8-dihydropteridine-6,7-dione C(C)(C)C1=NC=CC(=C1N1C(C(NC=2C=NC(=NC12)C1=C2C=NNC2=CC=C1C)=O)=O)C